CNC1=CC=NC=C1C=1SC(=NN1)C1CCNCC1 4-(methylamino)-5-[5-(piperidin-4-yl)-1,3,4-thiadiazol-2-yl]Pyridine